O[C@H]1CN(CC1)CCCCCOC=1C(=C(C=CC1)C1=C(C=C(C=C1)OCCCN1C[C@@H](CC1)O)C)C (R)-1-(3-((3'-((5-((R)-3-hydroxypyrrolidin-1-yl)pentyl)oxy)-2,2'-dimethyl-[1,1'-biphenyl]-4-yl)oxy)propyl)pyrrolidin-3-ol